t-butyl rac-(2S,4R)-4-(2-hydroxyethyl)-2-phenyl-piperidine-1-carboxylate OCC[C@H]1C[C@H](N(CC1)C(=O)OC(C)(C)C)C1=CC=CC=C1 |r|